C(C)CC(=O)CCC1=CC(OC)=C(O)C=C1 ethylzingerone